NC1=CC=C(C=N1)/C=C/C(=O)NCC=1OC2=C(C1)C=C(C=C2C2=CC=C(C=C2)F)C2=CC=C1C(=CNC1=C2)N2CCC(CC2)(F)F (E)-3-(6-Aminopyridin-3-yl)-N-((5-(3-(4,4-difluoropiperidin-1-yl)-1H-indol-6-yl)-7-(4-fluorophenyl)benzofuran-2-yl)methyl)acrylamide